COC=1C(=C2C=CNC2=C(C1)C)C(C)N1CC2=CC=C(C=C2C1)C#N 2-(1-(5-methoxy-7-methyl-1H-indol-4-yl)ethyl)isoindoline-5-carbonitrile